C(C)(C)(C)OC(=O)N1N=CC(=C1)CC1=CC=CC=C1 4-Benzyl-1H-pyrazole-1-carboxylic acid tert-butyl ester